R-phenylethyl propionate C(CC)(=O)OCCC1=CC=CC=C1